FC(C=1C=C(C=C(C1)C(F)(F)F)C1=NN(C=N1)C=1N=C(SC1C#N)C1=CC=CC=C1)(F)F 4-(3-(3,5-bis(trifluoromethyl)phenyl)-1H-1,2,4-triazol-1-yl)-2-phenylthiazole-5-carbonitrile